(S)-11-(aminomethyl)-4-ethyl-8-fluoro-4-hydroxy-9-methyl-10-vinyl-1,12-dihydro-14H-pyrano[3',4':6,7]indolizino[1,2-b]quinoline-3,14(4H)-dione NCC1=C2C(=NC=3C=C(C(=C(C13)C=C)C)F)C1=CC3=C(C(N1C2)=O)COC([C@]3(O)CC)=O